2-Ethoxy-4-methyl-6-morpholin-4-yl-N-[[4-(trifluoromethyl)-phenyl]-methyl]-pyridine-3-carboxylic acid amide C(C)OC1=NC(=CC(=C1C(=O)NCC1=CC=C(C=C1)C(F)(F)F)C)N1CCOCC1